2-([1,1'-biphenyl]-4-yl-d9)-4-chloro-6-(phenyl-d5)-1,3,5-triazine C1(=C(C(=C(C(=C1[2H])[2H])C1=NC(=NC(=N1)Cl)C1=C(C(=C(C(=C1[2H])[2H])[2H])[2H])[2H])[2H])[2H])C1=C(C(=C(C(=C1[2H])[2H])[2H])[2H])[2H]